C(C)C(COP(O)(=O)CC(CCCC)CC)CCCC 2-ethylhexyl-phosphonic acid mono-(2-ethylhexyl) ester